N[C@H]1CN(CCC1)C(=O)C1=NN(C(=C1)C1=CC=C(C#N)C=C1)C1=CC=C(C=C1)CC (R)-4-(3-(3-Aminopiperidin-1-carbonyl)-1-(4-ethylphenyl)-1H-pyrazol-5-yl)benzonitril